2-[2-[4-fluoro-2-[[1-(2-methylpropyl)pyrazol-4-yl]methyl]phenyl]pyrimidin-5-yl]ethanamine FC1=CC(=C(C=C1)C1=NC=C(C=N1)CCN)CC=1C=NN(C1)CC(C)C